tert-butyl ((exo-3-((R)-1-(4-(4,4,5,5-tetramethyl-1,3,2-dioxaborolan-2-yl)phenyl)propan-2-yl)-3-azabicyclo[3.1.0]hexan-6-yl)methyl)carbamate CC1(OB(OC1(C)C)C1=CC=C(C=C1)C[C@@H](C)N1CC2C(C2C1)CNC(OC(C)(C)C)=O)C